[I-].CN1C(C=CC=C1)C=C N-methyl-2-vinyl-pyridine iodide